2-amino-1-methylimidazo[4,5-b]quinoline NC=1N(C=2C(=NC=3C=CC=CC3C2)N1)C